N1=CN=CC2=C1N(C=C2)C2=CC(=NC=C2)N 4-(7H-pyrrolo[2,3-d]pyrimidin-7-yl)pyridin-2-amine